CC1=C2C(OC(C2=CC(=C1)C)=O)=O 4,6-dimethyl-1,3-isobenzofurandione